methyl 2-(3-((4-(5-(4-acetamidophenyl)-2-(2-aminopyridin-3-yl)-3H-imidazo[4,5-b]pyridin-3-yl)benzyl)carbamoyl) phenyl)acetate C(C)(=O)NC1=CC=C(C=C1)C1=CC=C2C(=N1)N(C(=N2)C=2C(=NC=CC2)N)C2=CC=C(CNC(=O)C=1C=C(C=CC1)CC(=O)OC)C=C2